salicylate dihydrate O.O.C(C=1C(O)=CC=CC1)(=O)O